5-(8-((4-isopropoxybenzyl)amino)quinolin-4-yl)thiophene-2-carbonitrile C(C)(C)OC1=CC=C(CNC=2C=CC=C3C(=CC=NC23)C2=CC=C(S2)C#N)C=C1